(S)-4-((1-(3-(1,1-difluoro-2-hydroxy-2-methylpropyl)phenyl)ethyl)amino)-2,6,8,8-tetramethyl-6,8-dihydro-7H-pyrrolo[2,3-g]quinazolin-7-one FC(C(C)(C)O)(F)C=1C=C(C=CC1)[C@H](C)NC1=NC(=NC2=CC3=C(C=C12)N(C(C3(C)C)=O)C)C